(S)-(1-(6,7-dimethoxy-2-((1-(3,4,5-trimethoxyphenyl)-1H-imidazol-4-yl)amino)quinazolin-4-yl)pyrrolidin-2-yl)methanol COC=1C=C2C(=NC(=NC2=CC1OC)NC=1N=CN(C1)C1=CC(=C(C(=C1)OC)OC)OC)N1[C@@H](CCC1)CO